CC1=C(C2=C(N=N1)SC1=C2N=CN=C1N1CC(C1)C1=CC=NC=C1)C 3,4-dimethyl-8-(3-(pyridin-4-yl)azetidin-1-yl)pyrimido[4',5':4,5]thieno[2,3-c]pyridazine